Methyl 3-(7-(2-(cyclohex-2-en-1-ylamino)-2-oxoethoxy)naphthalen-2-yl)-3-(2,2-difluorobenzo[d][1,3]dioxol-5-yl)propanoate C1(C=CCCC1)NC(COC1=CC=C2C=CC(=CC2=C1)C(CC(=O)OC)C1=CC2=C(OC(O2)(F)F)C=C1)=O